2,4,6-trimethylbenzil CC1=C(C(=CC(=C1)C)C)C(=O)C(=O)C1=CC=CC=C1